3-ethylpyrido[2,3-d]pyrimidin-4(3H)-one C(C)N1C=NC2=C(C1=O)C=CC=N2